O[C@]1(CC[C@@]2([C@H]3CC[C@@]4([C@H](CC[C@H]4[C@@H]3CC[C@@H]2C1)[C@@H](CC(=O)O)C)C)C)C=C (R)-3-((3S,5R,8R,9S,10S,13R,14S,17R)-3-hydroxy-10,13-dimethyl-3-vinylhexadecahydro-1H-cyclopenta[a]phenanthren-17-yl)butanoic acid